tert-butyl 4-(7-benzyl-5,6,7,8-tetrahydropyrido[3,4-d]pyrimidin-4-yl)piperazine-1-carboxylate C(C1=CC=CC=C1)N1CC=2N=CN=C(C2CC1)N1CCN(CC1)C(=O)OC(C)(C)C